C1(CC1)C1=NN(C(=C1)C(=O)NC(C)C1=CN=C(S1)C1=CC(=NC=C1)C(F)(F)F)C 3-cyclopropyl-1-methyl-N-(1-(2-(2-(trifluoromethyl)pyridin-4-yl)thiazol-5-yl)-ethyl)-1H-pyrazole-5-carboxamide